FC=1C(=NC=CC1)C(=O)NC1=CNC2=CC=C(C=C12)CCOC1=CC=C(C=C1)C(F)(F)F 3-fluoro-N-(5-(2-(4-(trifluoromethyl)phenoxy)ethyl)-1H-indol-3-yl)picolinamide